C1(CC1)C=1N(C(=NN1)SCC(=O)NC=1SC2=C(C1C(=O)N)CCC(C2)C)CC 2-{2-[(5-cyclopropyl-4-ethyl-4H-1,2,4-triazol-3-yl)sulfanyl]acetamido}-6-methyl-4,5,6,7-tetrahydro-1-benzothiophene-3-carboxamide